S(=O)(=O)([O-])[O-].[Al+3].[K+].S(=O)(=O)([O-])[O-] Kalium Aluminium Sulfat